COC=1C=C2[C@]3(C(NC2=CC1)=O)[C@@H](C3)C3=CC=C1C(=NNC1=C3)NC3=C(C=C(C=C3)C(=O)N3CCOCC3)OC (1r,2s)-5'-methoxy-2-{3-[2-methoxy-4-(morpholine-4-carbonyl)anilino]-1H-indazol-6-yl}spiro[cyclopropane-1,3'-indol]-2'(1'H)-one